FC(C=1C=C(C=C(C1)C(F)(F)F)[B-](C1=CC(=CC(=C1)C(F)(F)F)C(F)(F)F)(C1=CC(=CC(=C1)C(F)(F)F)C(F)(F)F)C1=CC(=CC(=C1)C(F)(F)F)C(F)(F)F)(F)F tetrakis(3,5-bis(trifluoromethyl)phenyl)borate